(3e,8z,11z)-3,8,11-tetradecatrien-1-ol C(C\C=C\CCC\C=C/C\C=C/CC)O